1,2-bis(4-methoxyphenyl)ethane COC1=CC=C(C=C1)CCC1=CC=C(C=C1)OC